2-(acryloyloxy)ethyldimethylethylammonium C(C=C)(=O)OCC[N+](CC)(C)C